CC(C)(C)OC(=O)N[C@@H](CSCC1=CC=C(C=C1)OC)C(=O)O BOC-S-(4-methoxybenzyl)-L-cysteine